FC=1C(=C(C=C(C1)CC(C)C)N1C[C@@H](N(CC1)C(C)C=1SC(=CN1)C)C)C=1N=NNN1 2-[1-[(2S)-4-[3-fluoro-5-isobutyl-2-(2H-tetrazol-5-yl)phenyl]-2-methyl-piperazin-1-yl]ethyl]-5-methyl-thiazole